4-(6-(4-(2,3-diaminopyridin-4-yl)-1H-pyrazol-1-yl)pyridin-3-yl)-N-cyclopropyl-5,5,5-trifluoropentanamide NC1=NC=CC(=C1N)C=1C=NN(C1)C1=CC=C(C=N1)C(CCC(=O)NC1CC1)C(F)(F)F